C(C)(=O)N1CCC(CC1)N(C(OC(C)(C)C)=O)CC=1C(=NC(=CC1)C1=C(C(=CC=C1)C1=C(C(=NC=C1)C=1C=C(C=2N(C1)C=C(N2)C=O)OC)Cl)Cl)OC tert-Butyl (1-acetylpiperidin-4-yl)((6-(2-chloro-3-(3-chloro-2-(2-formyl-8-methoxyimidazo[1,2-a]pyridin-6-yl)pyridin-4-yl)phenyl)-2-methoxypyridin-3-yl)methyl)carbamate